C(C)(=O)N1CC2CCCC(C2C1)C(=O)N1C(CC(C1)F)C(=O)NC(C1=CC=C(C=C1)C(C)C)C1=CC=CC=C1 1-(2-acetyl-octahydro-1H-isoindole-4-carbonyl)-4-fluoro-N-{phenyl-[4-(propan-2-yl)phenyl]methyl}pyrrolidine-2-carboxamide